O=C1NC(CCC1C=1C=C(C=CC1)N1CCN(CC1)CCC(=O)O)=O 3-[4-[3-(2,6-dioxo-3-piperidyl)phenyl]piperazin-1-yl]propanoic acid